(S)-2-amino-1-(3-(trifluoromethyl)azetidin-1-yl)propan-1-one trifluoroacetate FC(C(=O)O)(F)F.N[C@H](C(=O)N1CC(C1)C(F)(F)F)C